C(#C)C1=CC=C(C=C1)OC 1-ethynyl-4-methoxybenzene